ClC1=CC=C(C=C1)C1=NN(CCC1C1=CC=CC=C1)/C(=N/S(=O)(=O)C1=CC2=CC=CC=C2C=C1)/SC methyl (Z)-3-(4-chlorophenyl)-N-(naphthalen-2-ylsulfonyl)-4-phenyl-5,6-dihydropyridazine-1(4H)-carbimidothioate